C/N=C(\C(C)C)/OC (E)-methyl N-methylisobutyrimidate